N[C@H]1CN(CCC1)C(=O)C1=CC=2N(C=C1)C(=C(N2)C=2N(C1=CC=CC=C1C2)CC2=CN=C(S2)C)C (R)-(3-aminopiperidin-1-yl)(3-methyl-2-(1-((2-methylthiazol-5-yl)methyl)-1H-indol-2-yl)imidazo[1,2-a]pyridin-7-yl)methanone